ClC=1C=C(C2=C(OCCN2[C@H]2C[C@@H](N(C2)C(=O)OC(C)(C)C)COC2OCCCC2)C1)C1=C2C(=NC=C1)C=C(S2)CO (2R,4S)-tert-butyl 4-(7-chloro-5-(2-(hydroxymethyl)thieno[3,2-b]pyridin-7-yl)-2H-benzo[b][1,4]oxazin-4(3H)-yl)-2-(((tetrahydro-2H-pyran-2-yl)oxy)methyl)pyrrolidine-1-carboxylate